Dimethylstigmasta-8,24(28)-dien-3-ol CC(C=C(CC[C@@H](C)[C@H]1CC[C@H]2C=3CCC4CC(CC[C@]4(C)C3CC[C@]12C)O)C(C)C)C